N-acetyl-S-(2-carboxyethyl)cysteine C(C)(=O)N[C@@H](CSCCC(=O)O)C(=O)O